N1=C(C=NC=C1)C(=O)OCC1=CC=CC=C1 Benzyl pyrazine-2-carboxylate